(2-((5-chloro-2-((4-(7-(cyclopropylamino)-2-azaspiro[3.5]nonan-2-yl)-3-methylphenyl)amino)pyrimidin-4-yl)amino)phenyl)dimethylphosphine oxide ClC=1C(=NC(=NC1)NC1=CC(=C(C=C1)N1CC2(C1)CCC(CC2)NC2CC2)C)NC2=C(C=CC=C2)P(C)(C)=O